BrC1=C(C=2OCC[C@@H]3N(C2N=C1)CCNC3)C (S)-3-bromo-4-methyl-6,7,7a,8,10,11-hexahydro-9H-pyrazino[1,2-d]pyrido[3,2-b][1,4]oxazepin